2-(9H-fluoren-9-yloxy)acetyl isothiocyanate C1=CC=CC=2C3=CC=CC=C3C(C12)OCC(=O)N=C=S